5-fluoro-N2-[3-(2-methoxyethoxy)phenyl]-N4-[3-(methylamino)phenyl]pyrimidine-2,4-diamine FC=1C(=NC(=NC1)NC1=CC(=CC=C1)OCCOC)NC1=CC(=CC=C1)NC